tert-Butyl (4S,5S)-4,5-dihydroxy-2-methylpiperidine-1-carboxylate O[C@H]1CC(N(C[C@@H]1O)C(=O)OC(C)(C)C)C